ClC1=C(N=NC(=C1)Cl)C=1OCC(N1)(C)C 2-(4,6-dichloropyridazine-3-yl)-4,4-dimethyl-4,5-dihydrooxazole